N=1N=CN2C=NC3=C(C21)C=CC=N3 pyrido[3,2-E][1,2,4]triazolo[4,3-C]pyrimidine